methyl 2-(5'-oxo-5'H-spiro[cyclopropane-1,8'-[1,6]naphthyridin]-6'(7'H)-yl)acetate O=C1C=2C=CC=NC2C2(CN1CC(=O)OC)CC2